4-((5-phenyl-2-thienyl)methyl)-N2-isobutyl-2,4-pyrimidinediamine C1(=CC=CC=C1)C1=CC=C(S1)CC1(NC(=NC=C1)NCC(C)C)N